sodium methyllauryltauryl taurate NCCS(=O)(=O)OS(=O)(=O)C(CN)(CCCCCCCCCCCC)C.[Na]